C1[C@@H](NC2=C(N1)N=C(NC2=O)N)CNC3=CC=C(C=C3)C(=O)N[C@@H](CCC(=O)N[C@@H](CCC(=O)N[C@@H](CCC(=O)[O-])C(=O)[O-])C(=O)[O-])C(=O)[O-] The molecule is tetracarboxylate anion of tetrahydropteroyltri-L-glutamic acid; major species at pH 7.3. It has a role as a Saccharomyces cerevisiae metabolite. It is a conjugate base of a tetrahydropteroyltri-L-glutamic acid.